ClC1=NN=C(C2=C1CN(C2)C(=O)OC(C)(C)C)N[C@H]2CNCCC2 tert-butyl (R)-1-chloro-4-(piperidin-3-ylamino)-5,7-dihydro-6H-pyrrolo[3,4-d]pyridazine-6-carboxylate